2-(2'-chloro-6'-(4,6-diphenyl-1,3,5-triazin-2-yl)-[1,1'-biphenyl]-3-yl)-4-phenylquinazoline ClC1=C(C(=CC=C1)C1=NC(=NC(=N1)C1=CC=CC=C1)C1=CC=CC=C1)C1=CC(=CC=C1)C1=NC2=CC=CC=C2C(=N1)C1=CC=CC=C1